CN(C1C2CC3(CC(CC1C3)C2)O)C=2N=C(C3=C(N2)N(C=C3)S(=O)(=O)C3=CC=C(C=C3)C)NC3=NNC(=C3)C 4-(methyl-(4-[(5-methyl-1H-pyrazol-3-yl)amino]-7-(4-methylbenzenesulfonyl)-7H-pyrrolo[2,3-d]pyrimidin-2-yl)amino)adamantan-1-ol